ClC1=C(C=C(OCC(=O)N[C@@H]2CC[C@H](CC2)C=2OC(=NN2)[C@@H]2C[C@@H](C2)C(F)(F)F)C=C1)F trans-2-(4-chloro-3-fluorophenoxy)-N-(4-(5-(cis-3-(trifluoromethyl)cyclobutyl)-1,3,4-oxadiazol-2-yl)cyclohexyl)acetamide